FC12CC(C1)(C2)CNCC=2C=CC=1N(C2)C=C(N1)CN1N=NC(=C1)C1=C2C=NNC2=CC(=C1)I 1-(3-fluorobicyclo[1.1.1]pentan-1-yl)-N-((2-((4-(6-iodo-1H-indazol-4-yl)-1H-1,2,3-triazol-1-yl)methyl)imidazo[1,2-a]pyridin-6-yl)methyl)methylamine